C(C)(C)(C)C1=CC=C(C=C1)SC1=CC=C(C=C1)C(=O)C1=CC=C(C=C1)SC1=CC=C(C=C1)C(C)(C)C bis(4-(4-tert-butylphenylthio)phenyl)ketone